ethyl (1r,4r)-4-(dibenzylamino)cyclohexane-1-carboxylate CCOC(=O)C1CCC(CC1)N(CC2=CC=CC=C2)CC3=CC=CC=C3